COC1=C(C(=CC=C1)OC)C=1C(=C(C(=NC1COCC)O)C(=O)N1CCN(CC1)CC1=C(C=CC=C1)F)O 5-(2,6-dimethoxyphenyl)-6-(ethoxymethyl)-3-{4-[(2-fluorophenyl)methyl]piperazine-1-carbonyl}pyridine-2,4-diol